[Na].ClC=1C(=NC(=C(C1)Cl)Cl)O 3,5,6-trichloropyridin-2-ol sodium